ClC=1C=CC2=C(OCCN(S2(=O)=O)[C@H](C(=O)NNC(=O)OC(C)(C)C)C(C)C2=C(C(=CC=C2F)C)C)C1 tert-butyl 2-((2S)-2-(7-chloro-1,1-dioxido-3,4-dihydro-2H-benzo[b][1,4,5]oxathiazepin-2-yl)-3-(6-fluoro-2,3-dimethylphenyl)butanoyl)hydrazine-1-carboxylate